1,2,3,4-tetrahydro-2,6-naphthyridine hydrochloride Cl.C1NCCC2=CN=CC=C12